(5EZ)-2-(6-cyanopyridin-3-yl)-5-(((4-fluorophenyl)amino)(methylthio)methylene)-4,6-dioxo-N-propyl-tetrahydropyridazine C(#N)C1=CC=C(C=N1)N1N(C(C(C(C1)=O)=C(SC)NC1=CC=C(C=C1)F)=O)CCC